N1C(=NC2=C1C=CC=C2)C2=CC=CC(=N2)C(=O)N2CC1CNCC1C2 (6-(1H-benzo[d]imidazol-2-yl)pyridin-2-yl)(hexahydropyrrolo[3,4-c]pyrrol-2(1H)-yl)methanone